NCC1=NNC(C2=CC=C(C(=C12)F)C1=C(N(N=C1)C)C1=C(C2=CC=CC=C2C=C1)C#N)=O 2-[4-[4-(aminomethyl)-5-fluoro-1-oxo-2H-phthalazin-6-yl]-2-methyl-pyrazol-3-yl]naphthalene-1-carbonitrile